4-Cyclohexyl-2-[5-(methylsulfonyl)-3,4'-bipyridin-2'-yl]-1H-imidazol-5-amin C1(CCCCC1)C=1N=C(NC1N)C1=NC=CC(=C1)C=1C=NC=C(C1)S(=O)(=O)C